FC1(CC(C1)CC#CC=1C=C(OC2=C(N=NN2)C(=O)O)C=CC1)F 5-(3-(3-(3,3-difluorocyclobutyl)prop-1-ynyl)phenoxy)-1H-1,2,3-triazole-4-carboxylic acid